benzyl (S)-(2-amino-3-(butylamino)-3-oxopropyl)carbamate N[C@@H](CNC(OCC1=CC=CC=C1)=O)C(=O)NCCCC